N-(1-(3-(trifluoromethyl)benzyl)-1H-indol-4-yl)-acrylamide FC(C=1C=C(CN2C=CC3=C(C=CC=C23)NC(C=C)=O)C=CC1)(F)F